NC1=NC=NN2C1=C(C=C2C=2C=CC(=C(C(=O)N[C@@H]1CN(C[C@@H]1F)C(=O)C1=NC=CC=C1F)C2)C)C(F)(F)F 5-[4-amino-5-(trifluoromethyl)pyrrolo[2,1-f][1,2,4]triazin-7-yl]-N-[(3R,4S)-4-fluoro-1-(3-fluoropyridine-2-carbonyl)pyrrolidin-3-yl]-2-methylbenzamide